CC=1OC=CN1 Methyl-oxazol